4-((1-methyl-1H-pyrazol-4-yl)methyl)-N-(1-methylcyclopropyl)-5-oxo-1,2,4,5-tetrahydroimidazo[1,2-a]quinazoline-7-sulfonamide CN1N=CC(=C1)CN1C=2N(C3=CC=C(C=C3C1=O)S(=O)(=O)NC1(CC1)C)CCN2